3-[4-fluoro-5-[4-fluoro-4-(piperazin-1-ylmethyl)-1-piperidyl]-1-oxo-isoindolin-2-yl]piperidine-2,6-dione FC1=C2CN(C(C2=CC=C1N1CCC(CC1)(CN1CCNCC1)F)=O)C1C(NC(CC1)=O)=O